2-(4-(11-(tert-butoxy)-l-1-oxoundecyl)phenyl)acetic acid C(C)(C)(C)OCCCCCCCCCCC(=O)C1=CC=C(C=C1)CC(=O)O